4-[2-(5-fluoropyrimidin-2-yl)oxyethyl-[4-(5,6,7,8-tetrahydro-1,8-naphthyridin-2-yl)butyl]amino]-2-[[2-phenylpropanoyl]amino]butanoic acid FC=1C=NC(=NC1)OCCN(CCC(C(=O)O)NC(C(C)C1=CC=CC=C1)=O)CCCCC1=NC=2NCCCC2C=C1